N1=CC(=CC=C1)C(=O)OC(C)(C)C Tert-butyl pyridine-3-carboxylate